2-oxo-4-((3-oxocyclobutyl)amino)-7-(trifluoromethyl)-1,2-dihydroquinoline O=C1NC2=CC(=CC=C2C(=C1)NC1CC(C1)=O)C(F)(F)F